C(C)OC(=O)C1=CC(=NN1C1=NC=CC=C1Cl)Br.FC(COP(=O)(OCC(F)(F)F)[O-])(F)F.C(C)N1C=[N+](C=C1)C 1-ethyl-3-methylimidazolium bis(2,2,2-trifluoroethyl)phosphate ethyl-3-Bromo-1-(3-chloro-2-pyridinyl)-1H-pyrazole-5-carboxylate